[6-(4-methylcyclohex-1-en-1-yl)-1H-pyrazolo[3,4-b]pyridin-1-yl] acetate hydrochloride Cl.C(C)(=O)ON1N=CC=2C1=NC(=CC2)C2=CCC(CC2)C